2-(10-Fluoro-1-oxo-3,4,6,7,8,9-hexahydropyrazino[1,2-a]indol-2(1H)-yl)-4-(1-methyl-6-oxo-5-(pyrimidin-4-ylamino)-1,6-dihydropyridin-3-yl)nicotinaldehyde FC1=C2N(C=3CCCCC13)CCN(C2=O)C2=C(C=O)C(=CC=N2)C2=CN(C(C(=C2)NC2=NC=NC=C2)=O)C